(+/-)-(E)-2-cyclohexyl-1-(6-methylsulfonyl-pyridin-3-yl)-cyclopropanecarboxylic acid thiazole-2-ylamide S1C(=NC=C1)NC(=O)C1(C(C1)C1CCCCC1)C=1C=NC(=CC1)S(=O)(=O)C